4-Chlorobenzeneselenic acid ClC1=CC=C(C=C1)C(O)=[Se]